(4-(2-(7-amino-2-(furan-2-yl)-[1,2,4]triazolo[1,5-a][1,3,5]triazin-5-ylamino)ethyl)-phenyl)(5H-pyrrolo[3,4-b]pyridin-6(7H)-yl)methanone NC1=NC(=NC=2N1N=C(N2)C=2OC=CC2)NCCC2=CC=C(C=C2)C(=O)N2CC1=NC=CC=C1C2